O=C1CCCN1 (S)-5-Oxopyrrolidin